(R)-5-[1-(2-Chloro-6-fluoro-phenyl)-piperidin-4-yl]-4-methyl-7-(2-trifluoromethyl-benzyl)-2,4,5,7-tetrahydro-pyrazolo[3,4-d]pyrimidin-6-on ClC1=C(C(=CC=C1)F)N1CCC(CC1)N1C(N(C=2C([C@H]1C)=CNN2)CC2=C(C=CC=C2)C(F)(F)F)=O